F[C@@]12[C@]3(C=CC(C=C3CC[C@H]1[C@@H]1CC([C@](C(CO)=O)([C@]1(CC2O)C)O)C)=O)C 9-fluoro-11,17,21-trihydroxy-16-methylpregna-1,4-diene-3,20-dione